(S)-2-(4-(6-((4-cyano-2-fluorobenzyl)oxy)pyridin-2-yl)-2,5-difluorobenzyl)-1-(4,4-dimethyltetrahydrofuran-3-yl)-1H-imidazo[4,5-c]pyridine-6-carboxylic acid C(#N)C1=CC(=C(COC2=CC=CC(=N2)C2=CC(=C(CC=3N(C4=C(C=NC(=C4)C(=O)O)N3)[C@@H]3COCC3(C)C)C=C2F)F)C=C1)F